FC(C(=O)O)(F)F.[C@H](C)(CC)NC=1C2=C(N=C(N1)NC1=C(C=C(C=C1)C1=CC=NN1C)OC)NC=C2C#N (S)-4-(sec-butylamino)-2-((2-methoxy-4-(1-methyl-1H-pyrazol-5-yl)phenyl)amino)-7H-pyrrolo[2,3-d]pyrimidine-5-carbonitrile 2,2,2-trifluoroacetate